C(CCC)N1C(C2(C3=CC(=CC=C13)F)C(=CC1(C(OC3=C(C12)C=C(C=C3)Cl)C3=CC(=CC=C3)OC)[N+](=O)[O-])C#N)=O butyl-8-chloro-5'-fluoro-4-(3-methoxyphenyl)-3a-nitro-2'-oxo-3a,9b-dihydro-4H-spiro[cyclopenta[c]benzopyran-1,3'-indoline]-2-carbonitrile